FC=1C=C(C=C(C1)F)CNC(=O)C=1C(=NC(=CC1C)N1CCOCC1)N(C)CC N-[(3,5-Difluoro-phenyl)-methyl]-2-(ethyl-methyl-amino)-4-methyl-6-morpholin-4-yl-pyridine-3-carboxylic acid amide